C(C)(C)(C)OC(=O)N1CCC(CC1)(O)CN1C(C=C(C(=C1)Br)C1=C(C=CC=C1)F)=O 4-((5-bromo-4-(2-fluorophenyl)-2-oxopyridin-1(2H)-yl)methyl)-4-hydroxypiperidine-1-carboxylic acid tert-butyl ester